BrC1=CC(=C(C=C1)F)CC 4-bromo-2-ethyl-1-fluorobenzene